(3-((2-(2,6-Dioxopiperidin-3-yl)-1-oxoisoindolin-5-yl)amino)-3-oxo-2-phenylpropyl)carbamic acid tert-butyl ester C(C)(C)(C)OC(NCC(C(=O)NC=1C=C2CN(C(C2=CC1)=O)C1C(NC(CC1)=O)=O)C1=CC=CC=C1)=O